FC1=CC=C(C=C1)N1C(=C(C2=C1C=C1C=NNC1=C2)C2=CC=C(C(=O)N)C=C2)C(COC)(C)C 4-[5-(4-fluorophenyl)-6-(2-methoxy-1,1-dimethyl-ethyl)-1H-pyrrolo[2,3-f]indazol-7-yl]benzamide